2-morpholineethylamine N1CC(OCC1)CCN